N=1NC(=C2C1CSC2)C(=O)N (4,6-dihydro-2H-thieno[3,4-c]pyrazol-3-yl)carboxamide